C1(CC1)C=1SC(=CN1)C=1C=C(C=CC1)N(C(=O)[C@@H]1CC[C@H](CC1)NC(OC)=O)C[C@@H]1CC[C@H](CC1)C1=CC(=C(C=C1)OC)C Methyl (trans-4-((3-(2-cyclopropylthiazol-5-yl)phenyl)((trans-4-(4-methoxy-3-methylphenyl)cyclohexyl)methyl)carbamoyl)-cyclohexyl)carbamate